methyl 3-(3-(1-chloro-8-((2-methoxy-2-oxoethyl)sulfonyl)-3,7,7-trimethyl-2-oxooctan-3-yl)phenyl)propanoate ClCC(C(CCCC(CS(=O)(=O)CC(=O)OC)(C)C)(C)C=1C=C(C=CC1)CCC(=O)OC)=O